2-methyl-1,3-butaneDiene CC(=C)C=C